3-(6-((3-((4'-chloro-5,5-dimethyl-3,4,5,6-tetrahydro-[1,1'-biphenyl]-2-yl)methyl)-3,8-diazabicyclo[3.2.1]octane-8-yl)methyl)-1-oxoisoindolin-2-yl)piperidine ClC1=CC=C(C=C1)C1=C(CCC(C1)(C)C)CN1CC2CCC(C1)N2CC2=CC=C1CN(C(C1=C2)=O)C2CNCCC2